FC(OC=1C=C(C=CC1)[C@@H](C)NC(=O)NC1CC2(C1)CCC2)F 1-[(R)-1-(3-difluoromethoxy-phenyl)-ethyl]-3-spiro[3.3]hept-2-yl-urea